(1S,2S,5R)-1-hydroxy-N-(2-(hydroxymethyl)phenethyl)-2-isopropyl-5-methylcyclohexane-1-carboxamide O[C@@]1([C@@H](CC[C@H](C1)C)C(C)C)C(=O)NCCC1=C(C=CC=C1)CO